(3R,5S)-N-(2-methoxyethyl)-1-(8-methoxyquinolin-5-yl)-5-methylpiperidin-3-amine COCCN[C@H]1CN(C[C@H](C1)C)C1=C2C=CC=NC2=C(C=C1)OC